potassium periodic acid I(=O)(=O)(=O)O.[K]